(1R,2S,3R)-N-[7-chloro-6-[4-((3S,4S)-4-hydroxy-3-methyl-tetrahydrofuran-3-yl)piperazin-1-yl]-3-isoquinolinyl]-2-ethyl-3-(1-methylpyrazol-3-yl)cyclopropanecarboxamide ClC1=C(C=C2C=C(N=CC2=C1)NC(=O)[C@@H]1[C@H]([C@H]1C1=NN(C=C1)C)CC)N1CCN(CC1)[C@]1(COC[C@H]1O)C